1-(2-carbonyl-1,2-dihydrobenzo[cd]indol-6-yl)-N-(6-(tetrahydrofuran-2-yl)-5-(trifluoromethyl)pyridin-3-yl)-5-(trifluoromethyl)-1H-pyrazole-4-carboxamide C(=O)=C1NC2=CC=C(C=3C2=C1C=CC3)N3N=CC(=C3C(F)(F)F)C(=O)NC=3C=NC(=C(C3)C(F)(F)F)C3OCCC3